cyano-N-methyl-2'-oxo-1',4'-dihydro-2'H-spiro[pyrrolidine-3,3'-quinoline]-7'-carboxamide C(#N)N1C(C2(CC3=CC=C(C=C13)C(=O)NC)CNCC2)=O